silaproline C1CN[Si@@H](C1)C(=O)O